BrC1=CC=CC(=N1)COCC#CCO 4-((6-bromopyridin-2-yl)methoxy)but-2-yn-1-ol